C1(CC1)NC1=NC=NC(=C1C1=CC=2C(=CN=C(C2)NC(=O)[C@H]2[C@H](C2)F)N1C)OC (1S,2S)-N-(2-(4-(cyclopropylamino)-6-methoxypyrimidin-5-yl)-1-methyl-1H-pyrrolo[2,3-c]pyridin-5-yl)-2-fluorocyclopropane-1-carboxamide